1-(3-methyl-5-(2-oxooxazolidin-3-yl)phenyl)-1H-pyrazole-4-carbaldehyde CC=1C=C(C=C(C1)N1C(OCC1)=O)N1N=CC(=C1)C=O